2,5-Dihydroxy-3-[[2,5-dihydroxy-3-(2,2-dimethylpropionyloxymethoxycarbonyl)phenyl]methyl-sulfonylmethyl]benzoic acid OC1=C(C(=O)O)C=C(C=C1CS(=O)(=O)CC1=C(C(=CC(=C1)O)C(=O)OCOC(C(C)(C)C)=O)O)O